2-[5-(N-[(E)-(1-methylpyridin-1-ium-4-yl)methyleneamino]anilino)-pentyl]isoindoline-1,3-dione iodide [I-].C[N+]1=CC=C(C=C1)\C=N\N(C1=CC=CC=C1)CCCCCN1C(C2=CC=CC=C2C1=O)=O